NCC1NC(C(OCC1)C1=CC=C(C=C1)C1=CC=C(C=C1)C)=O 5-(aminomethyl)-2-[4-(p-tolyl)phenyl]-1,4-oxazepan-3-one